tert-butyl N-[1-[3-[[(3R)-2,6-dioxo-3-piperidyl]-methyl-amino]phenyl]-4-piperidyl]-N-methyl-carbamate O=C1NC(CC[C@H]1N(C=1C=C(C=CC1)N1CCC(CC1)N(C(OC(C)(C)C)=O)C)C)=O